3-(ethylthio)-4-(5-(2,2,3,3,3-pentafluoropropoxy)pyrazin-2-yl)-1H-pyrazol-5-amine C(C)SC1=NNC(=C1C1=NC=C(N=C1)OCC(C(F)(F)F)(F)F)N